Tert-butyl (S)-4-((4-(2-(2,6-dioxopiperidin-3-yl)-1-oxoisoindolin-5-yl)piperazin-1-yl)methyl)piperidine-1-carboxylate O=C1NC(CC[C@@H]1N1C(C2=CC=C(C=C2C1)N1CCN(CC1)CC1CCN(CC1)C(=O)OC(C)(C)C)=O)=O